NC1=CC=C(C=C1)C=1N=C2N(C(=NC=C2C)N)C1C1=CC=C(C=C1)OC1=NC=CC=N1 2-(4-aminophenyl)-8-methyl-3-(4-(pyrimidin-2-yloxy)phenyl)imidazo[1,2-c]pyrimidin-5-amine